FC(C=1C=C(C(=O)NC2=CC=CC=C2)C=CC1)(F)F 3-(trifluoromethyl)benzamido-benzene